pyrazole iodate I(=O)(=O)O.N1N=CC=C1